OC1=CC=C(C=C1)C=CC(=O)C1=CC=C(C=C1)OCCCCCC 3-(4-Hydroxyphenyl)-1-[4-(hexyloxy)phenyl]-2-propene-1-one